2-aminoethyl-2,3-dihydroxypropyl-hydroxy phosphate P(=O)(OOCC(C(O)CCN)O)([O-])[O-]